tert-butyl (3-(6-butyryl-4-methylpyridin-3-yl)-1,6-naphthyridin-7-yl)carbamate C(CCC)(=O)C1=CC(=C(C=N1)C=1C=NC2=CC(=NC=C2C1)NC(OC(C)(C)C)=O)C